BrC(C(=O)O)(F)F monobromodifluoroacetic acid